COC(=O)C=1C(N(N=C(C1)C1=CC=C(C=C1)OC(F)(F)F)C1=CC(=CC=C1)F)=O 2-(3-fluorophenyl)-3-oxo-6-[4-(trifluoromethoxy)phenyl]-2,3-dihydropyridazine-4-carboxylic acid methyl ester